2-hydroxy-5,5-dimethyl-2-[2-(trimethylsilyl)ethynyl]cyclopentan-1-one OC1(C(C(CC1)(C)C)=O)C#C[Si](C)(C)C